n-octanol glycinate NCC(=O)OCCCCCCCC